N-(4-((6-((2-oxaspiro[3.3]hept-6-yl)oxy)-2-(1,1-difluoroethyl)pyrimidin-4-yl)amino)-5-ethoxypyridin-2-yl)acetamide C1OCC12CC(C2)OC2=CC(=NC(=N2)C(C)(F)F)NC2=CC(=NC=C2OCC)NC(C)=O